FC1=CC2=C(N(C(N2)=O)C(=O)OC(C)(C)C)C=C1 tert-butyl 5-fluoro-2-oxo-2,3-dihydro-1H-benzo[d]imidazole-1-carboxylate